1-(4-(3-(2,6-dioxopiperidin-3-yl)phenoxy)butan-4-yl)-3-methoxybenzamide O=C1NC(CCC1C=1C=C(OC(CCC)C2(C(=O)N)CC(=CC=C2)OC)C=CC1)=O